((5-((dimethylamino)methyl)-1,3-phenylene)bis(oxy))bis(octane-8,1-diyl)dihexanoate CN(C)CC=1C=C(C=C(C1)OCCCCCCCCCCCCCC(=O)[O-])OCCCCCCCCCCCCCC(=O)[O-]